(R)-7-fluoro-8-(6-(1-(2-(4-fluoropiperidin-1-yl)ethoxy)ethyl)pyridin-3-yl)-1-isopropyl-3-methyl-1,3-dihydro-2H-imidazo[4,5-c]cinnolin-2-one FC=1C(=CC=2C3=C(N=NC2C1)N(C(N3C(C)C)=O)C)C=3C=NC(=CC3)[C@@H](C)OCCN3CCC(CC3)F